C1(CCC1)C=1OC(=NN1)N1[C@@H](C2=C(CC1)NC=N2)C2=NN1C(C(=CC=C1)C(F)(F)F)=C2 (S)-2-cyclobutyl-5-(4-(4-(trifluoromethyl)pyrazolo[1,5-a]pyridin-2-yl)-6,7-dihydro-1H-imidazo[4,5-c]pyridin-5(4H)-yl)-1,3,4-oxadiazole